2,6-diphenyl-4-methoxyphenol C1(=CC=CC=C1)C1=C(C(=CC(=C1)OC)C1=CC=CC=C1)O